2-(3-{5-[(R)-(4-tert-butyl-phenyl)-(1,3-dimethyl-azetidin-3-yl)-hydroxy-methyl]-pyridin-3-yl}-[1,2,4]Oxadiazol-5-yl)-propan-2-ol C(C)(C)(C)C1=CC=C(C=C1)[C@@](C=1C=C(C=NC1)C1=NOC(=N1)C(C)(C)O)(O)C1(CN(C1)C)C